N1(C=NC=C1)C(=O)OC(C)CCCCCCCCCC dodecan-2-yl 1H-imidazole-1-carboxylate